ClC1=C(C=CC(=C1)Cl)C1OC2=C(C=CC=C2C(=C1)F)C1CCN(CC1)CC=1N(C=2C(=NC=C(C2)C(=O)O)N1)C[C@H]1OCC1 2-((4-(2-(2,4-dichlorophenyl)-4-fluoro-2H-chromen-8-yl)piperidin-1-yl)methyl)-1-(((S)-oxetan-2-yl)methyl)-1H-imidazolo[4,5-b]pyridine-6-carboxylic acid